BrC1=CC=C(OCCN2CCN(C(CC2)=O)C)C=C1 1-[2-(4-bromophenoxy)ethyl]-4-methyl-1,4-diazepan-5-one